C(=C)=O ETHENON